2-hydroxy-3-[(3-hydroxyphenazine-2-yl)oxy]-N,N,N-trimethylpropan-1-aminium chloride [Cl-].OC(C[N+](C)(C)C)COC1=CC2=NC3=CC=CC=C3N=C2C=C1O